ClC1=CC(=C(C(=C1)C)CC(=O)NC1(CCC2(OCCO2)CC1)C(=O)OCCC)C n-Propyl 8-[[2-(4-chloro-2,6-dimethyl-phenyl)acetyl]amino]-1,4-dioxaspiro[4.5]decane-8-carboxylat